N1=CC=CC2=CC(=CC=C12)N1C=NC2=C1C=CC=C2CN2CCOCC2 4-((1-(quinolin-6-yl)-1h-benzimidazol-4-yl)methyl)morpholine